NC1=CC(N(C2=C(C=C(C=C12)C(F)(F)F)Cl)C)=O 4-amino-8-chloro-1-methyl-6-(tri-fluoromethyl)-quinolin-2-one